5-(3-pyridyl)-2-(4,4,5,5-tetramethyl-1,3,2-dioxaborolan-2-yl)benzaldehyde N1=CC(=CC=C1)C=1C=CC(=C(C=O)C1)B1OC(C(O1)(C)C)(C)C